N-((3S,4S)-3-((6-(2,6-dichloro-3,5-di-methoxyphenyl)-8-((2-(methyl-sulfonamido)ethyl)amino)pyrido[3,4-d]pyrimidin-2-yl)amino)tetrahydro-2H-pyran-4-yl)acrylamide ClC1=C(C(=C(C=C1OC)OC)Cl)C1=CC2=C(N=C(N=C2)N[C@@H]2COCC[C@@H]2NC(C=C)=O)C(=N1)NCCNS(=O)(=O)C